O=C1C=C(N=C(N1)C=1C=C(CNC(C(C)C)=O)C=CC1C(F)(F)F)C=1C=NC(=CC1)OCCOCCC N-(3-{6-oxo-4-[6-(2-propoxyethoxy)pyridin-3-yl]-1,6-dihydropyrimidin-2-yl}-4-(trifluoromethyl)benzyl)isobutyramide